methyl (S)-3-((2S,4R)-1-((S)-7,7-dimethyl-7,8-dihydro-4H-[1,2,3]triazolo[1,5-a]azepine-8-carbonyl)-4-hydroxypyrrolidine-2-carboxamido)-3-(4-(4-methylthiazol-5-yl)phenyl)propanoate CC1(C=CCC=2N([C@@H]1C(=O)N1[C@@H](C[C@H](C1)O)C(=O)N[C@@H](CC(=O)OC)C1=CC=C(C=C1)C1=C(N=CS1)C)N=NC2)C